2-IMINO-4-OXO-1,3-THIAZOLIDIN N=C1SCC(N1)=O